2-(diphenylphosphino)phenyl-triethoxysilane C1(=CC=CC=C1)P(C1=C(C=CC=C1)[Si](OCC)(OCC)OCC)C1=CC=CC=C1